NC1=C(C(=C(C=C1)N1CCN(CC1)C(=O)OC(C)(C)C)OC)F tert-butyl 4-(4-amino-3-fluoro-2-methoxyphenyl)piperazine-1-carboxylate